[I-].CN(C1=CC=C(C=CC2=[N+](C=CC=C2)C)C=C1)C 2-[4-(Dimethylamino)styryl]-1-methylpyridinium iodid